1,4-dicyano-2-t-butylbenzene C(#N)C1=C(C=C(C=C1)C#N)C(C)(C)C